4-(difluoromethyl)-5-[4-[(3R)-3-methylmorpholin-4-yl]-6-[(1s,4s)-2-oxa-5-azabicyclo[2.2.1]hept-5-yl]-1,3,5-triazin-2-yl]pyridin-2-amine FC(C1=CC(=NC=C1C1=NC(=NC(=N1)N1[C@@H](COCC1)C)N1[C@@H]2CO[C@H](C1)C2)N)F